6-[2-(2-methylprop-2-enoyloxy)ethylcarbamoylamino]hexanoic acid, sodium salt [Na+].CC(C(=O)OCCNC(=O)NCCCCCC(=O)[O-])=C